tert-butyl 4-(1-(((1r,4r)-4-(3-bromo-2-methylphenoxy)cyclohexyl)oxy)propan-2-yl)piperazine-1-carboxylate BrC=1C(=C(OC2CCC(CC2)OCC(C)N2CCN(CC2)C(=O)OC(C)(C)C)C=CC1)C